p-nitro-L-phenylalanine [N+](=O)([O-])C1=CC=C(C[C@H](N)C(=O)O)C=C1